ClC1=CC=C(COC2=CC=C(C=C2)NC2=NC=NC3=CC=C4C(=C23)OCCN4)C=C1 N-(4-(4-chlorobenzyloxy)phenyl)-3,4-dihydro-2H-[1,4]oxazino[2,3-f]quinazolin-10-amine